ethyl 4-(difluoromethyl)-6-[(E)-2-(dimethylamino) vinyl]-2-methylsulfanyl-pyrimidine-5-carboxylate FC(C1=NC(=NC(=C1C(=O)OCC)\C=C\N(C)C)SC)F